N-(2,7-dimethylchroman-4-yl)-2-oxo-6-(trifluoromethyl)-1,2-dihydropyridine-3-carboxamide CC1OC2=CC(=CC=C2C(C1)NC(=O)C=1C(NC(=CC1)C(F)(F)F)=O)C